CC(C)(C#CC(C)(C(C)(C)C)C)C(C)(C)C 2,5-dimethyl-2,5-di-tert-butyl-hex-3-yne